(E)-3-(5-chloro-1H-indol-3-yl)-2-methyl-1-(3,4,5-trimethoxyphenyl)prop-2-en-1-one ClC=1C=C2C(=CNC2=CC1)/C=C(/C(=O)C1=CC(=C(C(=C1)OC)OC)OC)\C